L-Guluronat O=C[C@@H](O)[C@@H](O)[C@H](O)[C@@H](O)C(=O)[O-]